(R)-5-((tert-butyldiphenylsilyl)oxy)-6-(ethyl-(methyl)amino)-2-methylhexan-3-one [Si](C1=CC=CC=C1)(C1=CC=CC=C1)(C(C)(C)C)O[C@H](CC(C(C)C)=O)CN(C)CC